F[C@H]1[C@@H](O[C@@H]([C@H]1O)CO)N1C2=NC=NC(=C2N=C1)O 9-((2R,3R,4R,5R)-3-fluoro-4-hydroxy-5-(hydroxymethyl)tetrahydrofuran-2-yl)-9H-purin-6-ol